2-(trifluoromethyl)-5,6-dihydro-4H-cyclopenta[b]thiophene-3-carboxylic acid FC(C1=C(C2=C(S1)CCC2)C(=O)O)(F)F